3,3'-[5'-[3-(3-pyridinyl)phenyl][1,1':3',1''-terphenyl]-3,3'-diyl]bispyridine N1=CC(=CC=C1)C=1C=C(C=CC1)C1=CC(CC(=C1)C1=CC(=CC=C1)C=1C=NC=CC1)(C1=CC=CC=C1)C=1C=NC=CC1